ethyl 2-cyclobutyl-2-(2-methylhydrazin-1-yl)acetate C1(CCC1)C(C(=O)OCC)NNC